ClC=1C=C(C=CC1S(=O)(=O)C)C1=C(N=C(S1)N)C1=CC(=NC(=C1)OC)OC (3-chloro-4-(methylsulfonyl)phenyl)-4-(2,6-dimethoxypyridin-4-yl)thiazol-2-amine